CN(C=1C2=C(N=C(N1)N1CC(C1)OC(C1=CC=CC=C1)=O)CC[S+]2[O-])C2CCOCC2 [1-[4-[Methyl(tetrahydropyran-4-yl)amino]-5-oxido-6,7-dihydrothieno[3,2-d]pyrimidin-5-ium-2-yl]azetidin-3-yl]-benzoat